N-(6-(7-(allylamino)-5-chloro-6-fluoro-1H-indazol-4-yl)imidazo[1,2-a]pyrazin-2-yl)-2-fluorocyclopropane-1-carboxamide C(C=C)NC=1C(=C(C(=C2C=NNC12)C=1N=CC=2N(C1)C=C(N2)NC(=O)C2C(C2)F)Cl)F